(R)-4-(((S)-tert-butylsulfinyl)amino)-8-fluoro-7-(trifluoromethyl)-3,4-dihydro-2H-thiopyrano[3,2-c]pyridine-4-carboxamide C(C)(C)(C)[S@](=O)N[C@@]1(CCSC2=C1C=NC(=C2F)C(F)(F)F)C(=O)N